C(CCCCCCCCCCCCCCCCC)(=O)OC[C@@H](OC(CCCCCCC\C=C/C\C=C/CCCCC)=O)COP(=O)(O)OCCN 1-Stearoyl-2-linoleoyl-sn-glycero-3-phosphoethanolamine